diethylsilylene(tetramethylcyclopentadienyl)(3-methyl-5-tert-butyl-phenoxy)titanium dichloride [Cl-].[Cl-].C(C)[Si](=[Ti+2](OC1=CC(=CC(=C1)C(C)(C)C)C)C1(C(=C(C(=C1)C)C)C)C)CC